CC1=CC=C(OC2=CC=C(C=N2)CN2C(CCC2C(F)(F)F)=O)C=C1 1-{[6-(4-methylphenoxy)pyridin-3-yl]methyl}-5-(trifluoromethyl)pyrrolidin-2-one